[Phenyl(biphenylyl)triazinyl][(dimethylfluorenyl)dibenzothiophenyl]benzene C1(=CC=CC=C1)C1=C(C(=NN=N1)C1=C(C=CC=C1)C1=C(C=CC=2SC3=C(C21)C=CC=C3)C3=C(C(=CC=2C1=CC=CC=C1CC32)C)C)C3=C(C=CC=C3)C3=CC=CC=C3